N1(CCOCC1)C1=CC=NC=C1 4-Morpholinylpyridine